(R,S)-2-amino-1-(4-(3-(trifluoromethoxy)phenyl)piperazin-1-yl)propan-1-one N[C@@H](C(=O)N1CCN(CC1)C1=CC(=CC=C1)OC(F)(F)F)C